2-(2-hydroxybut-2-yl)quinazolin-4(3H)-one OC(C)(CC)C1=NC2=CC=CC=C2C(N1)=O